quinoline-2-carboxylic methyl ester COC(=O)C1=NC2=CC=CC=C2C=C1